[Pd+2].C1(CC=CC2=NC=C3C=CC=CC3=C12)=S phenanthridinethione palladium(II)